C(C)(C)(C)OC(=O)NCCC(=O)NCC1=CC=C(C=C1)C=1SC=CN1 2-(4-((3-((tert-butoxycarbonyl)amino)propanamido)methyl)phenyl)thiazole